3-bromo-4-chloro-1H-pyrrolo[3,2-c]pyridine-7-carbonitrile BrC1=CNC2=C1C(=NC=C2C#N)Cl